1-(tert-butyl)-4-(2-(((S)-1-((3r,5'S)-5'-carbamoyl-2-oxospiro[indol-3,3'-pyrrolidin]-1'-yl)-3-cyclopropyl-1-oxopropan-2-yl)amino)ethyl)-1H-pyrazole-3-carboxylic acid methyl ester COC(=O)C1=NN(C=C1CCN[C@H](C(=O)N1C[C@]2(C[C@H]1C(N)=O)C(NC1=CC=CC=C12)=O)CC1CC1)C(C)(C)C